tert-Butyl (4-(6-Chloro-2-oxo-2,3-dihydro-1H-imidazo[4,5-c]pyridin-1-yl)cyclohexyl)carbamate ClC1=CC2=C(C=N1)NC(N2C2CCC(CC2)NC(OC(C)(C)C)=O)=O